4-methyl-7-propoxy-1,3-benzothiazol-2-amine CC1=CC=C(C2=C1N=C(S2)N)OCCC